C(C)OC1=CC=C(C=N1)C1=CN=CC(=N1)C(=O)NO[C@@H](C)C1=C(C=CC=C1)F |o1:19| (S*)-6-(6-ethoxypyridin-3-yl)-N-(1-(2-fluorophenyl)ethoxy)pyrazine-2-carboxamide